NC1=CC=CC(=N1)C=1C=C2CN(C(C2=CC1)=O)C1C(NC(CC1)=O)=O 3-(5-(6-aminopyridin-2-yl)-1-oxoisoindolin-2-yl)piperidine-2,6-dione